ClC=1C=C(C=NC1N1N=CC(=N1)C(C)O)NC(OC(C)(C)C)=O tert-butyl (5-chloro-6-(4-(1-hydroxyethyl)-2H-1,2,3-triazol-2-yl)pyridin-3-yl)carbamate